3-trifluoromethyl-1,2,4-triazolo[4,3-a]pyrazine FC(C1=NN=C2N1C=CN=C2)(F)F